(RS)-5-[3-(tert-butylamino)-2-hydroxypropoxy]-3,4-dihydroquinolin-2(1H)-one C(C)(C)(C)NC[C@H](COC1=C2CCC(NC2=CC=C1)=O)O |r|